O1CCC2C1CNC2 3,3a,4,5,6,6a-hexahydro-2H-furo[2,3-c]pyrrole